4-(4-(benzofuran-6-yl)furan-2-yl)-4-oxobutyric acid methyl ester COC(CCC(=O)C=1OC=C(C1)C1=CC2=C(C=CO2)C=C1)=O